CN(S(=O)(=O)C1=CC=C(C=C1)NC(C1=CN=CC=C1)=O)C N-(4-(N,N-dimethylsulfamoyl)phenyl)nicotinamide